FC(C(=O)N1CC(C1)C1=NN(C2=NC=CC(=C21)N2C([C@H](CC2)O)=O)C2=CC=C(C=C2)OC(F)(F)F)=C (S)-1-(3-(1-(2-fluoroacryloyl)azetidin-3-yl)-1-(4-(trifluoromethoxy)phenyl)-1H-pyrazolo[3,4-b]pyridin-4-yl)-3-hydroxypyrrolidin-2-one